7-(1-(4-(2,4-difluorophenyl)piperazin-1-yl)ethyl)-3-methylquinolin-2(1H)-one FC1=C(C=CC(=C1)F)N1CCN(CC1)C(C)C1=CC=C2C=C(C(NC2=C1)=O)C